ClC=1N=CSC1C(C)=O 1-(4-chlorothiazol-5-yl)ethan-1-one